(R)-5-fluoro-3-(1-(3-(6-(hydroxymethyl)pyrimidin-4-yl)imidazo[1,2-b]pyridazin-6-yl)pyrrolidin-2-yl)pyridin-2(1H)-one FC=1C=C(C(NC1)=O)[C@@H]1N(CCC1)C=1C=CC=2N(N1)C(=CN2)C2=NC=NC(=C2)CO